N-(6-(2-Azabicyclo[3.1.0]hexan-2-yl)-2,2-dimethyl-2,3-dihydrobenzofuran-5-yl)pyrazolo[1,5-a]pyrimidine-3-carboxamide C12N(CCC2C1)C1=CC2=C(CC(O2)(C)C)C=C1NC(=O)C=1C=NN2C1N=CC=C2